N1C(CCC1)C=1NC=CN1 2-(pyrrolidin-2-yl)-1H-imidazole